tert-Butyl-5-(5-(5-((2,2,2-trifluoroethyl)carbamoyl)thiophen-3-yl)-1H-pyrrolo[2,3-b]-pyridin-2-yl)-3,6-dihydropyridine C(C)(C)(C)C1=NCC(=CC1)C1=CC=2C(=NC=C(C2)C2=CSC(=C2)C(NCC(F)(F)F)=O)N1